ClC=1C=C(C=CC1OCC=1C=NC(=CC1)C1CCOCC1)NC1=CC(=NC2=CC(=C(C=C12)N)OCC)C N4-(3-chloro-4-((6-(tetrahydro-2H-pyran-4-yl)pyridin-3-yl)methoxy)phenyl)-7-ethoxy-2-methylquinoline-4,6-diamine